4-[4-Bromo-3-hydroxy-6-(4-methoxy-benzyl)-pyridin-2-yl]-4-oxo-butyric acid ethyl ester C(C)OC(CCC(=O)C1=NC(=CC(=C1O)Br)CC1=CC=C(C=C1)OC)=O